NC1=C(C(=O)OCOC(N(C)[C@]2(C(CCCC2)=O)C2=C(C=CC=C2)Cl)=O)C=CC=N1 (S)-(((1-(2-chlorophenyl)-2-oxocyclohexyl)(methyl)carbamoyl)oxy)methyl 2-aminonicotinate